C1(=CC=CC=C1)N1C(=NC(=C1)CC(=O)O)NC(C1=CC(=CC=C1)C1=CC=NC=C1)=O 2-(1-phenyl-2-(3-(pyridin-4-yl)benzoylamino)-1H-imidazol-4-yl)acetic acid